N[N-]C(C(=O)[NH-])=O N'-aminooxalyldiamide